bis(2-dimethylaminoethyl)piperazine CN(CCN1CCN(CC1)CCN(C)C)C